butenedioic chloride C(C=CC(=O)Cl)(=O)Cl